FC1=CC=C(C=C1)S(=O)(=O)C12C(CCC=3C=C(C=NC13)C(C(F)(F)F)(C(F)(F)F)F)N(CC2)C(=O)C21CCC(CC2)(CC1)C(=O)N 4-(9a-((4-fluorophenyl)sulfonyl)-3-(perfluoropropan-2-yl)-6,6a,7,8,9,9a-hexahydro-5H-pyrrolo[2,3-H]quinoline-7-carbonyl)bicyclo[2.2.2]octane-1-carboxamide